[Si](C)(C)(C(C)(C)C)OS(=O)(=O)C(F)(F)F TBDMS-Triflate